BrC1=CC=C(C=C1)C=1N=C2N(C=CC=C2)C1CN1CCN(CC1)C(=O)C1=CC(=CC=C1)OC (4-{[2-(4-Bromophenyl)imidazo[1,2-a]pyridin-3-yl]methyl}piperazin-1-yl)(3-methoxyphenyl)methanone